2,4-dichlorophenoxyacetic acid isopropyl ester C(C)(C)OC(COC1=C(C=C(C=C1)Cl)Cl)=O